COC1=C(C2=CC=CC=C2C=C1C=O)C1=C(C(=CC2=CC=CC=C12)C=O)OC 2,2'-dimethoxy-[1,1'-binaphthyl]-3,3'-dialdehyde